S1NC(C=C1)=O 3(2H)-isothiazolone